CC=1SC2=NC(=CC(=C2N1)C)C1=CC(=C2C=C(N=NC2=C1)C1CCN(CC1)CC)F 7-(2,7-Dimethyl-[1,3]thiazolo[5,4-b]pyridin-5-yl)-3-(1-ethylpiperidin-4-yl)-5-fluorocinnoline